(6S,7S)-6-((2-fluoro-[1,1'-biphenyl]-3-yl)methyl)-7-(methylsulfonylamino)-5-azaspiro[2.4]heptane-5-carboxylic acid tert-butyl ester C(C)(C)(C)OC(=O)N1CC2(CC2)[C@@H]([C@@H]1CC=1C(=C(C=CC1)C1=CC=CC=C1)F)NS(=O)(=O)C